Lauryldimethylammonium chlorid [Cl-].C(CCCCCCCCCCC)[NH+](C)C